1H,7H-dipyrrolo[3,4-b:3',4'-f][1,4,5]oxathiazocine-2(3H)-carboxylate C1N(CC2=NSC=3C(OC=C21)=CNC3)C(=O)[O-]